rel-(S)-N-(4-([1,2,4]triazolo[1,5-a]pyridin-7-yloxy)-2-fluoro-3-methylphenyl)-6-(4-azaspiro[2.5]octan-7-yl)pyrido[3,2-d]pyrimidin-4-amine N=1C=NN2C1C=C(C=C2)OC2=C(C(=C(C=C2)NC=2C1=C(N=CN2)C=CC(=N1)[C@H]1CCNC2(CC2)C1)F)C |o1:27|